N-(2,3-difluorophenyl)acetamide FC1=C(C=CC=C1F)NC(C)=O